(hydroxy(methyl)phosphoryl)-2-oxobutanoic acid OP(=O)(C)C(C(C(=O)O)=O)C